CCCCC(CCCC=CC)O Undec-9-en-5-ol